Boc-Piperidine C(=O)(OC(C)(C)C)N1CCCCC1